(R)-1-((1R,2R)-2-(3,4-dimethoxyphenethyloxy)-cyclohexyl)-3-hydroxypyrrolidine-2,5-dione COC=1C=C(CCO[C@H]2[C@@H](CCCC2)N2C([C@@H](CC2=O)O)=O)C=CC1OC